(R)-2-((S)-2,2-dimethyl-1,3-dioxolan-4-yl)-2-hydroxyacetic acid methyl ester COC([C@H](O)[C@H]1OC(OC1)(C)C)=O